C1(=CC=CC=C1)C=1C2=CC=C(C=C2C(=C2C=CC(=CC12)C(C)(C)C)C1=CC=CC=C1)C(C)(C)C 9,10-diphenyl-2,6-di-t-butyl-anthracene